ClC1=C2CCN([C@@H](C2=C(C=C1)OCC=1N=NN(C1C(F)F)C)CN1C(CCC1)=O)C(=O)OC(C)(C)C tert-butyl (S)-5-chloro-8-((5-(difluoromethyl)-1-methyl-1H-1,2,3-triazol-4-yl)methoxy)-1-((2-oxopyrrolidin-1-yl)methyl)-3,4-dihydroisoquinoline-2(1H)-carboxylate